phenyl methanedisulfonate C(S(=O)(=O)OC1=CC=CC=C1)S(=O)(=O)[O-]